7-amino-4-(4-chlorophenyl)-2-cyclopropyl-6-(quinolin-6-yl)thieno[3,2-b]pyridin-5(4H)-one NC=1C2=C(N(C(C1C=1C=C3C=CC=NC3=CC1)=O)C1=CC=C(C=C1)Cl)C=C(S2)C2CC2